ClC1=CC=C(C=C1)NC(NCCC1=C(C=C(C=C1F)F)F)=O 3-(4-Chlorophenyl)1-[2-(2,4,6-trifluorophenyl)ethyl]urea